4-(1-{1-[3-(trifluoromethyl)-phenyl]ethyl}-1H-pyrazol-4-yl)-1H-pyrrolo[2,3-b]pyridine FC(C=1C=C(C=CC1)C(C)N1N=CC(=C1)C1=C2C(=NC=C1)NC=C2)(F)F